C(C)(C)(C)OC(=O)N[C@@H](C(=O)OC)CC1=C(C=CC=C1)O methyl (2R)-2-(tert-butoxycarbonylamino)-3-(2-hydroxyphenyl)propanoate